hexyl-3-aminopropyl-imidazole bromide [Br-].C(CCCCC)C=1N=C(NC1)CCCN